C1(CC1)C(=O)NC1=CC(=C(N=N1)C(=O)N)NC1=C(C(=CC=C1)C=1C=NN(C1)[C@@H]1[C@H](CCC1)OC)OC 6-(cyclopropanecarboxamido)-4-((2-methoxy-3-(1-((1S,2S)-2-methoxycyclopentyl)-1H-pyrazol-4-yl)phenyl)amino)pyridazine-3-carboxamide